FC(CCN1N=NC(=C1)C(=O)NCC1=NC=CC=C1)CN1N=NC(=C1)C(NCC1=C(C=CC(=C1)OC(F)(F)F)F)=O 1-{3-fluoro-4-[4-({[2-fluoro-5-(trifluoromethoxy)phenyl]methyl}carbamoyl)-1H-1,2,3-triazol-1-yl]butyl}-N-(pyridin-2-ylmethyl)-1H-1,2,3-triazole-4-carboxamide